NCC1CCC(CC1)COC1=CC=C(C=C1)NC(=O)NCC=1C=C2CN(C(C2=CC1)=O)C1C(NC(CC1)=O)=O 1-(4-(((1s,4s)-4-(aminomethyl)cyclohexyl)methoxy)phenyl)-3-((2-(2,6-dioxopiperidin-3-yl)-1-oxoisoindolin-5-yl)methyl)urea